N-[(2S,4Ar,6S,7S,8S,8aR)-8-hydroxy-2-phenyl-6-[4-[(E)-3-phenylprop-2-enoyl]phenoxy]-4,4a,6,7,8,8a-hexahydropyrano[3,2-d][1,3]dioxin-7-yl]acetamide O[C@H]1[C@@H]([C@@H](O[C@H]2[C@@H]1O[C@H](OC2)C2=CC=CC=C2)OC2=CC=C(C=C2)C(\C=C\C2=CC=CC=C2)=O)NC(C)=O